FC(C1=NN=C(O1)C1=CC=C(C=C1)C#CC#CC=1C=CC(=NC1)N)F 5-[4-[4-[5-(Difluoromethyl)-1,3,4-oxadiazol-2-yl]phenyl]but-1,3-diynyl]pyridin-2-amine